N-(4-cyanobenzyl)-1-(1-(methylsulfonyl)cyclopropane-1-carbonyl)-5-oxo-2,3-dihydro-1H,5H-pyrido[1,2,3-de]quinoxaline-6-carboxamide C(#N)C1=CC=C(CNC(=O)C2=CC=3C=4N(CCN(C4C=CC3)C(=O)C3(CC3)S(=O)(=O)C)C2=O)C=C1